BrC=1C=C(C(=C(C1)C(=O)N1C[C@@H](O[C@@H](C1)C)C)F)[N+](=O)[O-] (5-bromo-2-fluoro-3-nitrophenyl)((2S,6R)-2,6-dimethylmorpholino)methanone